(R)-N-(2-cyano-4-(N-(1-(1-methylpiperidin-4-yl)ethyl)sulfamoyl)phenyl)-2-methylbenzamide C(#N)C1=C(C=CC(=C1)S(N[C@H](C)C1CCN(CC1)C)(=O)=O)NC(C1=C(C=CC=C1)C)=O